FC=1C(=C2C(=NNC2=CC1)C)[N+](=O)[O-] 5-fluoro-3-methyl-4-nitro-1H-indazole